COC1=CC=C2C=C(CC2=C1)C 6-methoxy-2-methyl-1H-inden